O=C1[C@]2(C=3C(=NC=CC3)N1COCC[Si](C)(C)C)CC=1C=C(NC1CC2)C(=O)OCC Ethyl (S)-2'-oxo-1'-((2-(trimethylsilyl)ethoxy)methyl)-1,1',2',4,6,7-hexahydrospiro[indole-5,3'-pyrrolo[2,3-b]pyridine]-2-carboxylate